N-(4-hydroxyphenylethyl)succinamide OC1=CC=C(C=C1)CCNC(CCC(=O)N)=O